1,3,5-tris((4-tert-butyl-3-hydroxy-2,6-xylyl)methyl)-1,3,5-triazine C(C)(C)(C)C1=C(C(=C(C(=C1)C)CN1CN(CN(C1)CC1=C(C(=C(C=C1C)C(C)(C)C)O)C)CC1=C(C(=C(C=C1C)C(C)(C)C)O)C)C)O